C(C)(C)(C)C1OCC(N1C(=O)OC(C)(C)C)C(=O)OC 3-(tert-butyl) 4-methyl 2-(tert-butyl)oxazolidine-3,4-dicarboxylate